FC1=CC=C(C=C1)CC=1C=C2C=3C=C(C=CC3N(C2=CC1)C1=CC=C(C=C1)C(F)(F)F)C(=O)O 6-[(4-fluorophenyl)methyl]-9-[4-(trifluoromethyl)phenyl]-9H-carbazole-3-carboxylic acid